ClC1=C(C=C2C=C(N=CC2=C1)NC(=O)C1CC12CCOCC2)C2CNCCN2C2(COCC2O)C N-(7-chloro-6-(4-(4-hydroxy-3-methyltetrahydrofuran-3-yl)piperazin-3-yl)isoquinolin-3-yl)-6-oxaspiro[2.5]octane-1-carboxamide